(S)-6-benzyloxy-5,6'-dimethoxybiphenyl-2,2'-dialdehyde C(C1=CC=CC=C1)OC=1C(=CC=C(C1C=1C(=CC=CC1OC)C=O)C=O)OC